5-(2-(4-((3-Chloro-4-(trifluoromethoxy)benzyl)amino)butoxy)ethoxy)benzo[c][2,6]naphthyridine-8-carbonitrile ClC=1C=C(CNCCCCOCCOC2=NC3=C(C4=CN=CC=C24)C=CC(=C3)C#N)C=CC1OC(F)(F)F